OCCNC1=CC(=NC=N1)NC1=CC(=C2N(C1=O)C1(NC2=O)CCC2(CC1)CC2)C 6''-((6-((2-Hydroxyethyl)amino)pyrimidin-4-yl)amino)-8''-methyl-2''H-dispiro[cyclopropane-1,1'-cyclohexane-4',3''-imidazo[1,5-a]pyridine]-1'',5''-dione